CC=1C(=CC(=NC1)N1C(C(=CC=C1)C1CCO1)=O)N1C(C=CC=C1C)=O 5',6-dimethyl-2'-[3-(oxetan-4-yl)-2-oxopyridin-1-yl]-[1,4'-bipyridyl]-2-one